Diphenyl-2,4,6-trimethylbenzoyl-phosphin oxid C1(=CC=CC=C1)P(C(C1=C(C=C(C=C1C)C)C)=O)(C1=CC=CC=C1)=O